BrC1=CC(=NC=C1)OC(CCC1(CC1)NC(OC(C)(C)C)=O)C tert-butyl (1-(3-((4-bromopyridin-2-yl)oxy)butyl)cyclopropyl)carbamate